C(C)C1=CC(OC2=C(C(=CC=C12)O)C(=O)N1CCCC2=CC=CC=C12)=O 4-ethyl-7-hydroxy-8-(1,2,3,4-tetrahydroquinolin-1-carbonyl)-2H-chromen-2-one